CC(C=O)C(CC)CC([O-])=S 2-METHYL-1-OXOPENTAN-3-YL-ETHANETHIOATE